[2-(1-benzofuran-5-yl)-6-ethyl-5-{4-[(5-hydroxy-6-methyl-4-pyrimidinyl)carbonyl]-1-piperazinyl}-4-oxo-1,3,3a,7-tetraaza-7-indenyl]acetamide O1C=CC2=C1C=CC(=C2)C=2N=C1N(C(=C(C(N1N2)=O)N2CCN(CC2)C(=O)C2=NC=NC(=C2O)C)CC)CC(=O)N